3-[2-methyl-5-(trifluoromethyl)thiophen-3-yl]urea CC=1SC(=CC1NC(N)=O)C(F)(F)F